sodium (R)-2-(4-bromophenoxy)-3-fluoro-propanoate BrC1=CC=C(O[C@H](C(=O)[O-])CF)C=C1.[Na+]